(2S,4R)-6-chloro-4-hydroxy-N-(3-{5-[6-(trifluoromethyl)pyridin-3-yl]-1,2-oxazol-3-yl}bicyclo[1.1.1]pent-1-yl)-3,4-dihydro-2H-1-benzopyran-2-carboxamide ClC=1C=CC2=C([C@@H](C[C@H](O2)C(=O)NC23CC(C2)(C3)C3=NOC(=C3)C=3C=NC(=CC3)C(F)(F)F)O)C1